C(C)OC1=CC(=NC(=C1)O)C1CCC(CC1)=O 4-(4-ethoxy-6-hydroxypyridin-2-yl)cyclohexan-1-one